CC1(C(N(CC1)C=1C=C2C(=CC=NC2=CC1)C(=O)O)=O)C 6-(3,3-dimethyl-2-oxopyrrolidin-1-yl)quinoline-4-carboxylic acid